(3S,4R)-1-benzyl-4-(4-bromophenyl)-N,N-dimethylpyrrolidin-3-amine C(C1=CC=CC=C1)N1C[C@H]([C@@H](C1)C1=CC=C(C=C1)Br)N(C)C